6-tert-butyl-4-(3,5-diisopropylphenyl)-5-methoxy-2-methylindane-1-one C(C)(C)(C)C1=C(C(=C2CC(C(C2=C1)=O)C)C1=CC(=CC(=C1)C(C)C)C(C)C)OC